N-(3-methylcyclopentyl)-3-(5''-(methylsulfonamido)dispiro[cyclopropane-1,1'-cyclohexane-4',3''-indoline]-1''-carbonyl)benzenesulfonamide CC1CC(CC1)NS(=O)(=O)C1=CC(=CC=C1)C(=O)N1CC2(C3=CC(=CC=C13)NS(=O)(=O)C)CCC1(CC2)CC1